methyl (tert-butoxycarbonyl)-L-valylglycinate C(C)(C)(C)OC(=O)N[C@@H](C(C)C)C(=O)NCC(=O)OC